NC1=NC(=CC=C1N1C(N[C@@H](C1=O)CC)=O)OC1=CC(=C(C=C1)C)OC(F)(F)F (5R)-3-[2-amino-6-[4-methyl-3-(trifluoromethoxy)phenoxy]-3-pyridyl]-5-ethyl-imidazolidine-2,4-dione